tert-Butyl 3-((3-amino-5-bromo-6-chloro-2-cyanophenoxy)methyl)piperazine-1-carboxylate NC=1C(=C(OCC2CN(CCN2)C(=O)OC(C)(C)C)C(=C(C1)Br)Cl)C#N